2-cyano-2-(2-(3,5-dichloro-4-((6-oxo-1-phenyl-1,6-dihydropyridin-3-yl)oxy)phenyl)hydrazono)acetyl carbamate C(N)(OC(C(=NNC1=CC(=C(C(=C1)Cl)OC1=CN(C(C=C1)=O)C1=CC=CC=C1)Cl)C#N)=O)=O